C(C#C)OC1=CC=C(C=C1)C1=NN=C(N=N1)C(=O)N 6-(4-(prop-2-yn-1-yloxy)phenyl)-1,2,4,5-tetrazine-3-carboxamide